O=C1N(CCC(N1)=O)N1C(C2=CC=C(C=C2C1=O)N1CCC(CC1)N1CCC(CC1)C=O)=O 1'-(2-(2,4-dioxotetrahydropyrimidin-1(2H)-yl)-1,3-dioxoisoindolin-5-yl)-[1,4'-bipiperidine]-4-carbaldehyde